BrC=1C=C2CC(=CN(C2=CC1)S(=O)(=O)C1=CC=C(C)C=C1)C(=O)C1=CC=CC=C1 (6-bromo-1-tosyl-1,4-dihydroquinolin-3-yl)(phenyl)methanone